Cl.ClC=1C=C(C=CC1)N(S(=O)(=O)C1CCNCC1)CC1=CC=C(C=C1)C=1OC(=NN1)C(F)F N-(3-chlorophenyl)-N-(4-(5-(difluoromethyl)-1,3,4-oxadiazol-2-yl)benzyl)piperidine-4-sulfonamide hydrochloride